CC1=CC=C(C=C1)S(=O)(=O)O[C@@H]1CN(CC1)C(=O)OC(C)(C)C tert-butyl (3S)-3-[(4-methylbenzenesulfonyl)oxy]pyrrolidine-1-carboxylate